Zinc Hexa(2-ethoxy-3-pyridyl)-3-isopropyl-1-methyl-N-[(5-methyl-1,3,4-oxadiazol-2-yl)methyl]pyrazolo[3,4-b]pyridin-4-amine C(C)OC1=NC=CC=C1C1(C(C2(C(=NC1)N(N(C2(C(C)C)C=2C(=NC=CC2)OCC)C=2C(=NC=CC2)OCC)C)C=2C(=NC=CC2)OCC)(NCC=2OC(=NN2)C)C=2C(=NC=CC2)OCC)C=2C(=NC=CC2)OCC.[Zn]